6-(2-cyclopropyloxazol-5-yl)-N-[5-[[2-(3,3-dimethylazetidin-1-yl)acetyl]amino]-2-methyl-3-pyridyl]triazolo[1,5-a]pyridine-3-carboxamide C1(CC1)C=1OC(=CN1)C=1C=CC=2N(C1)N=NC2C(=O)NC=2C(=NC=C(C2)NC(CN2CC(C2)(C)C)=O)C